(3-Nitro-1H-pyrazol-1-yl)benzonitrile [N+](=O)([O-])C1=NN(C=C1)C1=C(C#N)C=CC=C1